COC1=CC=C2C3=C(N(C2=C1)CCCCN1CCOCC1)C(=NC=C3)C 4-(4-(7-methoxy-1-methyl-9H-pyrido[3,4-b]indol-9-yl)butyl)morpholine